BrC=1C=C2C=NN(C2=CC1)C(C)C 5-bromo-1-isopropyl-1H-indazol